5-chloro-2-(methylthio)-pyrimidine ClC=1C=NC(=NC1)SC